COCCC[N@@]1C(C1)C(=O)OCC1=CC=CC=C1 benzyl (S)-1-(3-methoxypropyl)aziridine-2-carboxylate